(2R,4R)-1-[4-({8-[(2R,3S)-3-(methanesulfonylmeth-yl)-2-methylazetidin-1-yl]-5-(propan-2-yl)isoquinolin-3-yl}amino)pyrimidin-2-yl]-2-methylpiperidin-4-ol CS(=O)(=O)C[C@@H]1[C@H](N(C1)C=1C=CC(=C2C=C(N=CC12)NC1=NC(=NC=C1)N1[C@@H](C[C@@H](CC1)O)C)C(C)C)C